ClC1=NC=C(C(=N1)N1CCOCC1)C(=O)OC methyl 2-chloro-4-(morpholin-4-yl)pyrimidine-5-carboxylate